C1(CC1)C1=CC=C(C(N1C)=O)C(CC#C[Si](C)(C)C)C1=C(C=CC(=C1)F)F 6-Cyclopropyl-3-(1-(2,5-difluorophenyl)-4-(trimethylsilyl)but-3-yn-1-yl)-1-methylpyridine-2(1H)-one